seryl phosphate P(=O)(OC([C@@H](N)CO)=O)([O-])[O-]